BrCC(=O)C1=CC(=C(C=C1)OC1CCCC1)C#N 2-bromo-1-(3-cyano-4-cyclopentyloxy-phenyl)ethanone